N-(2-nitrophenyl)imidazol-4-amine [N+](=O)([O-])C1=C(C=CC=C1)NC=1N=CNC1